(S)-2-((methylsulfonyl)methyl)azetidine CS(=O)(=O)C[C@H]1NCC1